FC1=C2C=CN(C2=C(C=C1)C)[C@H]1C[C@@H](CCC1)C=1C=NC=NC1 4-fluoro-7-methyl-N-((1R,3R)-3-(pyrimidin-5-yl)cyclohexyl)-1H-indole